S1C=CC2=C1C1(OCC2)CCNCC1 4',5'-dihydrospiro[piperidine-4,7'-thieno[2,3-c]pyran]